C(C)(C)(C)OC(=O)N1C[C@@H](N(CC1)C=1C2=C(N=CN1)N(C=C2C(=O)O)C2=NC=CC(=C2)Cl)C (S)-4-(4-(tert-Butoxycarbonyl)-2-methylpiperazin-1-yl)-7-(4-chloropyridin-2-yl)-7H-pyrrolo[2,3-d]pyrimidine-5-carboxylic acid